diethyl-2,2'-(1,3-dithiolane-2,2-diyl)diacetic acid C(C)C(C(=O)O)C1(SCCS1)C(C(=O)O)CC